1-(2-{6-cyclopropyl-4-[4-fluoro-2-(4-methyl-1,2,4-triazol-3-yl)phenyl]Pyridin-2-yl}-7-fluoro-1,3-benzooxazol-5-yl)cyclopropan-1-amine C1(CC1)C1=CC(=CC(=N1)C=1OC2=C(N1)C=C(C=C2F)C2(CC2)N)C2=C(C=C(C=C2)F)C2=NN=CN2C